2-(4-(diphenylamino)phenyl)-5-fluoro-11-(pyrrolidin-1-yl)-8H-dibenzo[3,4:6,7]cyclohepta[1,2-b]thiophen-8-one C1(=CC=CC=C1)N(C1=CC=C(C=C1)C1=CC2=C(S1)C1=C(C(C3=C2C=C(C=C3)F)=O)C=CC(=C1)N1CCCC1)C1=CC=CC=C1